5-chloromethyl-2,4-dimethyl-1,3-thiazole hydrochloride Cl.ClCC1=C(N=C(S1)C)C